6-(4-fluoro-3-isopropyl-5-(4-(2-(methylsulfonyl)ethyl)piperazin-1-yl)-1H-pyrrolo[2,3-c]pyridin-2-yl)-8-methoxy-[1,2,4]triazolo[1,5-a]pyridine FC1=C2C(=CN=C1N1CCN(CC1)CCS(=O)(=O)C)NC(=C2C(C)C)C=2C=C(C=1N(C2)N=CN1)OC